6-(3-isopropyl-5-(piperidin-4-yl)-1H-pyrrolo[2,3-c]pyridin-2-yl)-8-methoxy-[1,2,4]triazolo[1,5-a]pyridine C(C)(C)C1=C(NC2=CN=C(C=C21)C2CCNCC2)C=2C=C(C=1N(C2)N=CN1)OC